6-[4-(6-chloro-5-fluoro-indolin-1-yl)quinazolin-6-yl]-N-ethyl-pyrazine-2-carboxamide ClC1=C(C=C2CCN(C2=C1)C1=NC=NC2=CC=C(C=C12)C1=CN=CC(=N1)C(=O)NCC)F